N-{(1S)-1-cyano-2-[(3S)-2-oxopyrrolidin-3-yl]ethyl}-4-methyl-N2-{[2-(trifluoromethyl)-1,3-thiazol-4-yl]carbonyl}-L-leucinamide C(#N)[C@H](C[C@H]1C(NCC1)=O)NC([C@@H](NC(=O)C=1N=C(SC1)C(F)(F)F)CC(C)(C)C)=O